CN(C(C)(C)C1=CC=C(C=C1)[S@@](=O)(N)=NC(NC1=C2CCCC2=CC=2CCCC12)=O)C (R)-4-(2-(dimethylamino)propan-2-yl)-N'-((1,2,3,5,6,7-hexahydro-s-indacen-4-yl)carbamoyl)benzenesulfonimidamide